((S)-2,2-difluorocyclopropyl)((1R,2S)-1-hydroxy-2-((S)-5H-imidazo[5,1-a]isoindol-5-yl)-8-azaspiro[4.5]decan-8-yl)methanone FC1([C@@H](C1)C(=O)N1CCC2(CC[C@H]([C@H]2O)[C@@H]2N3C(C4=CC=CC=C24)=CN=C3)CC1)F